CCCCCCCCCCCCCCCCCC(=O)OC[C@H](COP(=O)(O)OC1[C@@H]([C@H](C([C@H]([C@H]1O)O)O)O)O)OC(=O)CCCCCCC/C=C\\C/C=C\\CCCCC The molecule is a 1-octadecanoyl-2-acyl-sn-glycero-3-phospho-1D-myo-inositol in which the 2-acyl group is specified as linoleoyl. It has a role as a mouse metabolite. It is a 1-octadecanoyl-2-acyl-sn-glycero-3-phospho-1D-myo-inositol and a phosphatidylinositol(18:0/18:2). It derives from a linoleic acid. It is a conjugate acid of a 1-stearoyl-2-linoleoyl-sn-glycero-3-phospho-1D-myo-inositol(1-).